OC1=C(C=C(C=C1C)C(C)(C)C1=CC(=C(C(=C1)C)O)C)C bis-(4-hydroxy-3,5-dimethyl-phenyl)-propane